C(C)(C)(C)OC(=O)N(C/C=C/C(=O)O)C([2H])([2H])[2H] (E)-4-((tert-butoxycarbonyl)(methyl-d3)amino)but-2-enoic acid